1-tetradecyl-2-(9Z,12Z,15Z-octadecatrienoyl)-sn-glycero-3-phosphocholine CCCCCCCCCCCCCCOC[C@H](COP(=O)([O-])OCC[N+](C)(C)C)OC(=O)CCCCCCC/C=C\C/C=C\C/C=C\CC